C[C@H]1N(CCOC1)C1=CC=C(C=C1)B1OC(C(O1)(C)C)(C)C (R)-3-methyl-4-(4-(4,4,5,5-tetramethyl-1,3,2-dioxaborolan-2-yl)phenyl)morpholine